cyclopropyl-6-fluoro-8-methoxy-4-oxo-7-(4-(N-pentylaminosulfonyl)phenyl)-1,4-dihydroquinoline-3-carboxylic acid C1(CC1)N1C=C(C(C2=CC(=C(C(=C12)OC)C1=CC=C(C=C1)S(=O)(=O)NCCCCC)F)=O)C(=O)O